BrC1=CC(=C(C(=O)OC)C=C1C)Cl methyl 4-bromo-2-chloro-5-methyl-benzoate